1-(4-(methoxy-d3)phenyl)-3,4-dihydropyrido[2,3-d]pyrimidin-2(1H)-one C(OC1=CC=C(C=C1)N1C(NCC2=C1N=CC=C2)=O)([2H])([2H])[2H]